ClC1=C(C(=NC=C1)N)[N+](=O)[O-] 4-chloro-3-nitro-pyridin-2-amine